6-methyl-2-oxo-5-phenyl-1-[3-(trifluoromethyl)-phenyl]-1,2-dihydropyridine-3-carboxamide CC1=C(C=C(C(N1C1=CC(=CC=C1)C(F)(F)F)=O)C(=O)N)C1=CC=CC=C1